C1(CC1)CNC=1C=C(C=NC1)C1=NC(=CC=C1)C(=O)NC=1C(=NN(C1)C)C1=NC=CC=C1 5'-((cyclopropylmethyl)amino)-N-(1-methyl-3-(pyridin-2-yl)-1H-pyrazol-4-yl)-[2,3'-bipyridine]-6-carboxamide